[2H]-furanon O1C(CC=C1)=O